ClC=1C2=C(N=CN1)N(C(C2)=O)C2CCC2 4-chloro-7-cyclobutyl-5H-pyrrolo[2,3-d]Pyrimidine-6-one